C(CCCCCCC(=O)Cl)(=O)Cl octanedioyl chloride